ClC(C(=O)C1=C(C=CC=C1)Cl)F 2-chloro-2-fluoro-1-(2-chlorophenyl)ethanone